CNC(=O)C1=C(SC(=C1)C)C N,2,5-trimethylthiophene-3-carboxamide